(R)-6-(2-(5-fluoro-2-methoxypyridin-3-yl)pyrrolidin-1-yl)pyridine-2,3-diamine FC=1C=C(C(=NC1)OC)[C@@H]1N(CCC1)C1=CC=C(C(=N1)N)N